Demethylpentane CCCC